3-methyl-L-valinamide CC([C@H](N)C(=O)N)(C)C